C(C)(C)(C)OC(=O)N1C[C@H](N(CC1)C1=NC=C(C=C1F)[N+](=O)[O-])CCO (R)-4-(3-fluoro-5-nitropyridin-2-yl)-3-(2-hydroxyethyl)piperazine-1-carboxylic acid tert-butyl ester